2,6-dioxa-1,8-octanedithiol C(OCCCOCCS)S